BrC1=CC(=CC2=C1N=C(N2C/C(=C/CNC(=O)OC(C)(C)C)/F)C)C(=O)O 7-Bromo-3-[(Z)-4-(tert-butoxycarbonylamino)-2-fluoro-but-2-enyl]-2-methyl-benzimidazol-5-carboxylic acid